C(#N)C=1C=C(C(=O)NC2=CC=C(C=N2)C2(CCC2)C2=NC3=C(N2)C=CC=C3)C=CC1 2-(1-(6-(3-Cyanobenzamido)pyridin-3-yl)cyclobutyl)-1H-benzo[d]imidazol